FC1=C(C(=C(C=C1OC)OC)F)N1C(C2(C=3C4=C(N=CC3C1)NC=C4)CCOCC2)=O 7'-(2,6-difluoro-3,5-dimethoxyphenyl)-2,3,5,6,6',7'-hexahydrospiro[pyran-4,9'-pyrrolo[2,3-c][2,7]naphthyridin]-8'(3'H)-one